FC1CN(CC1)C1=CC=C(C=N1)C=1SC=2C(N(CCC2N1)C=1C=NC=CC1)=O 2-(6-(3-fluoropyrrolidin-1-yl)pyridin-3-yl)-5-(pyridin-3-yl)-6,7-dihydrothiazolo[5,4-c]pyridin-4(5H)-one